C1(CC1)OC=1C2=C(N=C(N1)C)CN(C2)C(CC2CN(C2)C=2C=NC=CC2)=O 1-(4-Cyclopropoxy-2-methyl-5,7-dihydro-6H-pyrrolo[3,4-d]pyrimidin-6-yl)-2-(1-(pyridin-3-yl)azetidin-3-yl)ethan-1-one